7-(4-Cyclopropyl-6-methoxypyrimidin-5-yl)-1-(3-fluoro-4-(1-methyl-4-(trifluoromethyl)-1H-Imidazol-2-yl)benzyl)-2,4-dimethyl-1,4-dihydropyrimido[5,4-e][1,2,4]triazin-3(2H)-one C1(CC1)C1=NC=NC(=C1C=1N=CC=2N(C(N(N(C2N1)CC1=CC(=C(C=C1)C=1N(C=C(N1)C(F)(F)F)C)F)C)=O)C)OC